Citramalic acid C(CC(C)(O)C(=O)O)(=O)O